C1=CC=CC=2C(C3=CC=CC=C3C(C12)=O)=O 9,10-ANTHRACENEDIONE